CNC([O-])=O methyl-carbamate